2-amino-5-{2-[(1S)-1-cyclopropylethyl]-7-methyl-1-oxo-2,3-dihydro-1H-isoindol-5-yl}-N-[trans-4-hydroxy-4-methylcyclohexyl]pyrazolo[1,5-a]pyrimidine-3-carboxamide NC1=NN2C(N=C(C=C2)C=2C=C3CN(C(C3=C(C2)C)=O)[C@@H](C)C2CC2)=C1C(=O)NC1CCC(CC1)(C)O